(aminomethyl)-pyrrolidine NCN1CCCC1